WATER PERMANGANATE [Mn](=O)(=O)(=O)O.O